ClC1=CC(=C(C(=C1NC(C)=O)[N+](=O)[O-])F)F N-(6-chloro-3,4-difluoro-2-nitrophenyl)acetamide